The molecule is an O-acylcarnitine having 3-hydroxyeicosanoyl as the acyl substituent. It has a role as a metabolite. It is an O-acylcarnitine, an ammonium betaine and a carboxylic ester. It derives from a carnitine. CCCCCCCCCCCCCCCCCC(CC(=O)OC(CC(=O)[O-])C[N+](C)(C)C)O